(4-(4-bromo-2,3-difluorophenyl)-3-methylpiperazine-1-yl)(pyrrolidin-1-yl)methanone BrC1=C(C(=C(C=C1)N1C(CN(CC1)C(=O)N1CCCC1)C)F)F